NC=1N=C2N(C=C(C=C2)C2=C3C=NNC3=C(C(=C2Cl)F)N(C)C)C1C(=O)NC1CC1 2-amino-6-(5-chloro-7-(dimethylamino)-6-fluoro-1H-indazol-4-yl)-N-cyclopropylimidazo[1,2-a]pyridine-3-carboxamide